COC(C(=C)CO)=O 2-(hydroxymethyl)acrylic acid methyl ester